1,3-dipropenylbenzene C(=CC)C1=CC(=CC=C1)C=CC